SC1=C2NC=NC2=NC(=N1)C(=O)[O-] 6-mercaptopurinate